N=1N=C(NC1)C1CN(CC1)C=O [3-(4H-1,2,4-triazol-3-yl)pyrrolidin-1-yl]methanone